N1=CC=C(C2=CC=CC=C12)C(=O)N1CCC(CC1)C(=O)O 1-(quinoline-4-carbonyl)piperidine-4-carboxylic acid